C(N)(=O)CC[C@@H]([C@@H](C)OCC1=CC=C(C=C1)CC1CCNCC1)NC(OC(C)(C)C)=O tert-butyl N-[(3S,4R)-1-carbamoyl-4-[[4-(piperidin-4-yl-methyl)phenyl]meth-oxy]pentan-3-yl]carbamate